(rac)-[2-amino-4-(trifluoromethoxy)phenyl]-[4-[2-(2,2-dimethyltetrahydropyran-4-yl)-3H-imidazo[4,5-b]pyridin-7-yl]-1-piperidyl]methanone NC1=C(C=CC(=C1)OC(F)(F)F)C(=O)N1CCC(CC1)C1=C2C(=NC=C1)NC(=N2)[C@H]2CC(OCC2)(C)C |r|